(6S,8S)-N-(5-chloro-6-(5-fluoropyrimidin-2-yl)pyridin-3-yl)-8-(1-(difluoromethyl)-1H-pyrazol-3-yl)-2-fluoro-8-methyl-7,8-dihydro-6H-cyclopenta[e]pyrazolo[1,5-a]pyrimidine-6-carboxamide ClC=1C=C(C=NC1C1=NC=C(C=N1)F)NC(=O)[C@H]1C[C@](C2=C1C=NC=1N2N=C(C1)F)(C)C1=NN(C=C1)C(F)F